CN(C)C1(C(CCCC1)(NC)CCC)N dimethylamino(propyl)-N1-methylcyclohexane-1,2-diamine